BrC1=C2C=NN(C2=CC2=C1C(C(C2)(F)F)(O)CC)C2OCCCC2 4-bromo-5-ethyl-6,6-difluoro-1-(tetrahydro-2H-pyran-2-yl)-1,5,6,7-tetrahydrocyclopenta[f]indazol-5-ol